ClC=1C=C(C=C(C1)NS(=O)(=O)C)NC(=O)C=1C=NN(C1)C1=NC=C(N=C1)N1CC(N(CC1)C)=O N-(3-chloro-5-(methylsulfonylamino)phenyl)-1-(5-(4-methyl-3-oxopiperazin-1-yl)pyrazin-2-yl)-1H-pyrazole-4-carboxamide